FC1(CC(C1)CN1N=C(C(=C1C(=O)NC1=CC(=NC=C1)S(N)(=O)=O)C)C(C)(F)F)F 1-((3,3-difluorocyclobutyl)methyl)-3-(1,1-difluoroethyl)-4-methyl-N-(2-sulfamoylpyridin-4-yl)-1H-pyrazole-5-carboxamide